[Si](C)(C)(C(C)(C)C)OCC1CC2=C(C=C(C=C2C1)OCCN1N=NN=C1N)F 1-[2-[2-[[tert-butyl(dimethyl)silyl]oxymethyl]-7-fluoro-indan-5-yl]oxyethyl]tetrazol-5-amine